N-(2-chloro-5-(trifluoromethyl)pyridin-4-yl)-6-(1-methyl-1H-pyrazol-4-yl)picolinamide ClC1=NC=C(C(=C1)NC(C1=NC(=CC=C1)C=1C=NN(C1)C)=O)C(F)(F)F